7-Methoxy-4-methyl-3,4-dihydro-2H-benzo[b][1,4]oxazine-8-sulfonyl chloride COC=1C=CC2=C(OCCN2C)C1S(=O)(=O)Cl